CN(CCCN)C 3-dimethylaminopropyl-amine